P(=O)(OOC(C)CC)(OOCCCCCCCCCCCCCCCC)[O-] sec-butoxy cetyloxy phosphate